ClC=1C=C(C=CC1F)NC(N[C@@H](C)C1=CNC(C2=CC=NC=C12)=O)=O (S)-3-(3-chloro-4-fluorophenyl)-1-(1-(1-oxo-1,2-dihydro-2,6-naphthyridin-4-yl)ethyl)urea